C1(=C(C=CC=C1)C1=C(C=2NC3=CC=CC=C3C2C=C1)C1=CC=CC=C1)C=1C(=CC=CC1)C1=CC=CC=C1 (terphenylyl)phenylcarbazole